N1=C(N=CC=C1)C=1C(=NC=CN1)[C@@H](C)N |r| (rac)-1-(3-(pyrimidin-2-yl)pyrazin-2-yl)ethan-1-amine